1-(2-Trifluoromethyl-pyridin-4-yl)-3(R)-pyrrolidinecarboxylic acid FC(C1=NC=CC(=C1)N1C[C@@H](CC1)C(=O)O)(F)F